FC(O[C@H]1CC[C@H](CC1)NC1=NN2C(C=N1)=C(C=C2)C=2C=C1C(=NC2)N=C(N1C1CCOCC1)C)F N-(cis-4-(difluoromethoxy)cyclohexyl)-5-(2-methyl-1-(tetrahydro-2H-pyran-4-yl)-1H-imidazo[4,5-b]pyridin-6-yl)pyrrolo[2,1-f][1,2,4]triazin-2-amine